C1(=CCCC1)N1C(C(=C(C=C1C)C)C(=O)OCC)=O Ethyl 1-(cyclopent-1-en-1-yl)-4,6-dimethyl-2-oxo-1,2-dihydropyridine-3-carboxylate